1-(4-((4-((2',4'-difluoro-4-methoxy-[1,1'-biphenyl]-3-yl)amino)-7-methoxy-quinazolin-6-yl)oxy)-3-fluoropiperidin-1-yl)prop-2-en-1-one FC1=C(C=CC(=C1)F)C1=CC(=C(C=C1)OC)NC1=NC=NC2=CC(=C(C=C12)OC1C(CN(CC1)C(C=C)=O)F)OC